9,9-bis(3-hydroxyphenanthryl)-3,6-di(9-phenanthryl)fluorene OC=1C=C(C=2C=CC3=CC=CC=C3C2C1)C1(C2=CC=C(C=C2C=2C=C(C=CC12)C=1C2=CC=CC=C2C=2C=CC=CC2C1)C=1C2=CC=CC=C2C=2C=CC=CC2C1)C1=CC(=CC=2C3=CC=CC=C3C=CC12)O